6-(2-methyl-2-phenylpropyl)-1,3,5-triazine-2,4(1H,3H)-dione CC(CC1=NC(NC(N1)=O)=O)(C)C1=CC=CC=C1